(S)-5-(2,7-dioxoazepan-3-yl)-4-oxo-5,6-dihydro-4H-thieno[3,4-c]pyrrole-1-carbonitrile O=C1NC(CCC[C@@H]1N1CC=2C(C1=O)=CSC2C#N)=O